di-tert-butyl (3-(2-(dimethylamino)ethyl)-1H-indol-4-yl) Phosphate P(=O)(OC(C)(C)C)(OC(C)(C)C)OC1=C2C(=CNC2=CC=C1)CCN(C)C